C(N)(=O)[C@H]1N2C(N([C@H](CC1)C2)OS(=O)(=O)OCC(C(=O)OCC)(C(=O)OCC)C2=CC=CC=C2)=O diethyl 2-((((((2S,5R)-2-carbamoyl-7-oxo-1,6-diazabicyclo[3.2.1]octane-6-yl) oxy) sulfonyl) oxy) methyl)-2-phenylmalonate